ClCC1=NN(C=C1)C1=CC(=CC=C1)Cl 3-(chloromethyl)-1-(3-chlorophenyl)-1H-pyrazole